tert-butyl (2-(4-((2,2,2-trifluoro-N-(2-(4-fluorophenyl)cyclopropyl)acetamido)methyl)piperidin-1-yl)ethyl)carbamate FC(C(=O)N(C1C(C1)C1=CC=C(C=C1)F)CC1CCN(CC1)CCNC(OC(C)(C)C)=O)(F)F